azetidinone C1CNC1=O